5-(4-((1-acetylpiperidin-4-yl)methoxy)phenyl)-2-oxo-6-(trifluoromethyl)-1,2-dihydropyridine-3-carboxamide C(C)(=O)N1CCC(CC1)COC1=CC=C(C=C1)C=1C=C(C(NC1C(F)(F)F)=O)C(=O)N